Tetramethyldisilylene(3-n-butyl-cyclopentadienyl)(2-methyl-4-bromo-1,5,6,7-tetrahydro-s-indacenyl)hafnium (IV) dichloride [Cl-].[Cl-].C[Hf-6](C1C(=CC2=C(C=3CCCC3C=C12)Br)C)(C1C=C(C=C1)CCCC)(=[SiH2])(=[SiH2])(C)(C)C